2-(6,6-dimethyl-1,4,5,7-tetrahydroindazol-3-yl)-1H-indole-5-carboxylic acid methyl ester COC(=O)C=1C=C2C=C(NC2=CC1)C1=NNC=2CC(CCC12)(C)C